[3-[(2,2-dimethylpropyl)amino]pyridin-4-yl]-3-[(3-fluoro-2-methoxyphenyl)amino]-5H,6H,7H-pyrazolo[1,5-a]pyrazin-4-one CC(CNC=1C=NC=CC1C1=NN2C(C(NCC2)=O)=C1NC1=C(C(=CC=C1)F)OC)(C)C